4-amino-1-(4-(2-((tert-butyldimethylsilyl)oxy)ethyl)phenyl)pyrimidin-2(1H)-one NC1=NC(N(C=C1)C1=CC=C(C=C1)CCO[Si](C)(C)C(C)(C)C)=O